(2-methylmorpholinyl)methanone CC1CN(CCO1)C=O